2-(chloromethyl)-5-(2-nitrophenyl)-1,3,4-oxadiazole ClCC=1OC(=NN1)C1=C(C=CC=C1)[N+](=O)[O-]